C(C)OC(=O)C1=C(C2=C(CCC3=CN(N=C23)CC2CCN(CC2)C(COC)=O)O1)C(F)(F)F 2-{[1-(methoxyacetyl)piperidin-4-yl]methyl}-8-(trifluoromethyl)-4,5-dihydro-2H-furo[2,3-g]indazole-7-carboxylic acid ethyl ester